cyano-4-trifluoromethylcinnamic acid C(#N)C(C(=O)O)=CC1=CC=C(C=C1)C(F)(F)F